5-(1-Benzyl-5-methyl-1,4,5,6-tetrahydro-pyridin-3-yl)-2-chloro-phenylamine C(C1=CC=CC=C1)N1C=C(CC(C1)C)C=1C=CC(=C(C1)N)Cl